2-(methylthio)-4-(pent-3-ylamino)pyrimidine-5-carbaldehyde CSC1=NC=C(C(=N1)NC(CC)CC)C=O